Ethyl 6-(3,4-dichlorophenyl)-4-oxo-3-(trifluoromethyl)-4,5-dihydropyrazolo[1,5-a]pyrazine-2-carboxylate ClC=1C=C(C=CC1Cl)C=1NC(C=2N(C1)N=C(C2C(F)(F)F)C(=O)OCC)=O